(rac)-2'-[6-amino-5-(trifluoromethoxy)pyridin-3-yl]-N-[1-(pyridin-4-yl)cyclobutyl]-5',6'-dihydrospiro[pyrrolidine-3,4'-pyrrolo[1,2-b]pyrazole]-1-carboxamide NC1=C(C=C(C=N1)C=1C=C2N(N1)CC[C@]21CN(CC1)C(=O)NC1(CCC1)C1=CC=NC=C1)OC(F)(F)F |r|